1-methyl-3-(1-oxo-5-(piperidin-4-yl)isoindolin-2-yl)piperidine-2,6-dione hydrochloride Cl.CN1C(C(CCC1=O)N1C(C2=CC=C(C=C2C1)C1CCNCC1)=O)=O